O=C1CC(C1)C1=CC(=NC=C1)C#N 4-(3-oxocyclobutyl)-2-cyanopyridine